methyl 2-[8-(cyclopropylmethyl)-1-(2-trimethylsilylethoxymethyl)pyrrolo[3,2-g]indazol-7-yl]-7-fluoro-1-methyl-benzimidazole-5-carboxylate C1(CC1)CN1C(=CC2=CC=C3C=NN(C3=C21)COCC[Si](C)(C)C)C2=NC1=C(N2C)C(=CC(=C1)C(=O)OC)F